methyl-bis(t-pentoxy)silanol C[Si](O)(OC(C)(C)CC)OC(C)(C)CC